CC1=C(C(=O)NC2=CC(=CC=C2)OC(F)(F)F)C=CC=C1OC1CN(C1)C=1C=NN2C1C=NC=C2 methyl-3-((1-(pyrazolo[1,5-a]pyrazin-3-yl)azetidin-3-yl)oxy)-N-(3-(trifluoromethoxy)phenyl)benzamide